C(C)(C)(C)C=1C=C(CC2=C(C(=C(C(=C2C)CC2=CC(=C(C(=C2)C(C)(C)C)O)C(C)(C)C)C)CC2=CC(=C(C(=C2)C(C)(C)C)O)C(C)(C)C)C)C=C(C1O)C(C)(C)C 2,4,6-tris(3',5'-di-tert-butyl-4'-hydroxybenzyl)trimethylbenzene